C(C)(C)(C)OC([C@H](CC(C)C)N(C)C(=O)Cl)=O (2S)-2-[chlorocarbonyl-(methyl)amino]-4-methyl-pentanoic acid tert-butyl ester